COC(C1=CC=C(C=C1)CN1C=NC2=NC(=NC(=C12)Cl)Cl)=O 4-((2,6-dichloro-7H-purin-7-yl)methyl)benzoic acid methyl ester